O[C@@H]1[C@H]([C@H](NC1)CC1=CC=C(C=C1)OC)N(C(O)=O)CC1=CC=C2C=NNC2=C1.C(=O)C1=C(C=CC=C1)C1=CC(=C2C=CC3=C(C=C(C4=CC=C1C2=C34)C3=C(C=CC=C3)C=O)C3=C(C=CC=C3)C=O)C3=C(C=CC=C3)C=O 1,3,6,8-tetra(formylphenyl)pyrene (2R,3S,4S)-4-hydroxy-2-[(4-methoxyphenyl)methyl]pyrrolidin-3-yl-N-(1H-indazol-6-ylmethyl)carbamate